benzyl 2,2-diethyl-3-oxobutanoate C(C)C(C(=O)OCC1=CC=CC=C1)(C(C)=O)CC